Benzyl N-[(1S)-1-[[(3-amino-3-oxo-propyl)-(2-chloropropanoyl)amino]carbamoyl]-3-methyl-butyl]carbamate NC(CCN(C(C(C)Cl)=O)NC(=O)[C@H](CC(C)C)NC(OCC1=CC=CC=C1)=O)=O